NC1=NC=CC=C1C1=NC=2C(=NC(=CC2)C2=CC=CC=C2)N1C1=CC=C(C=C1)C1CN(C1)C(=O)C1=CC=C(C(=O)O)C=C1 4-(3-(4-(2-(2-aminopyridin-3-yl)-5-phenyl-3H-imidazo[4,5-b]pyridin-3-yl)phenyl)azetidine-1-carbonyl)benzoic acid